CN1C(=NN=C1)C1(CC(C1)=O)C=1C=C(C=CC1)N1C(C2=CC(=CC(=C2C1)C(F)(F)F)CNC1(CCC1)C)=O 2-(3-(1-(4-methyl-4H-1,2,4-triazol-3-yl)-3-oxocyclobutyl)phenyl)-6-(((1-methylcyclobutyl)-amino)methyl)-4-(trifluoromethyl)isoindolin-1-one